Delta-Valerolacton C1(CCCCO1)=O